2-(5-Azepan-1-yl-pyridin-2-ylamino)-8-cyclopentyl-6-ethyl-8H-pyrido[2,3-d]pyrimidin-7-one N1(CCCCCC1)C=1C=CC(=NC1)NC=1N=CC2=C(N1)N(C(C(=C2)CC)=O)C2CCCC2